1-Isopropyl-3,5-bis(4-ethylbenzylidene)piperidin-4-one C(C)(C)N1CC(C(C(C1)=CC1=CC=C(C=C1)CC)=O)=CC1=CC=C(C=C1)CC